C1(CC1)N1N=CC(=C1)[C@H]1CN(C[C@H](O1)C)C1=CC(=C2C(=N1)C=CS2)C2=C(C=C(C=C2)F)F (2S,6R)-2-(1-cyclopropylpyrazol-4-yl)-4-[7-(2,4-difluorophenyl)thieno[3,2-b]pyridin-5-yl]-6-methyl-morpholine